ClC1=C(C(=O)NNC(C2=CC(=C(C=C2)C)C#CC=2C=NC3=CC=CC=C3C2)=O)C(=CC=C1)C N'-(2-chloro-6-methylbenzoyl)-4-methyl-3-[2-(3-quinolinyl)ethynyl]benzoyl-hydrazine